C(C1=CC=CC=C1)N1CC=2N=C(N=C(C2CC1)NC1=CC=C(C=C1)OC)N 7-Benzyl-N4-(4-methoxyphenyl)-5,6,7,8-tetrahydropyrido[3,4-d]pyrimidine-2,4-diamine